OC=1C=C(C=CC1OCCCCC)C1=CC(=C(C=C1)OCCCCC)O 3,3'-bishydroxy-4,4'-dipentyloxybiphenyl